C(#N)C1=CC=C(C=C1)C1CN(CCC1O)C(=O)[O-] 3-(4-cyanophenyl)-4-hydroxypiperidine-1-carboxylate